2,6-dibromo-4-fluoroaniline BrC1=C(N)C(=CC(=C1)F)Br